CN(CCCCC(=O)OC(C(=O)OCCCCCC(OC(CCCCCC)CCCCCCCC)=O)CC(=O)OCCCCCC(OC(CCCCCC)CCCCCCCC)=O)C Bis(6-oxo-6-(pentadecan-7-yloxy)hexyl) 2-((5-(dimethylamino)pentanoyl)oxy)succinate